sodium N,N-dimethylglycine CN(CC(=O)O)C.[Na]